N-(6-amino-5-ethylsulfonyl-3-pyridyl)-N-methyl-acetamide NC1=C(C=C(C=N1)N(C(C)=O)C)S(=O)(=O)CC